FC(C=1N=CC(=NC1)OCC=O)(F)F 2-((5-(trifluoromethyl)pyrazin-2-yl)oxy)ethan-1-one